methyl 4-(((3S,4S,5S,6R)-3,4,5-trihydroxy-6-(((2-hydroxy-3,4-dioxocyclobut-1-en-1-yl)amino)methyl)tetrahydro-2H-pyran-2-yl)oxy)benzoate O[C@@H]1C(O[C@@H]([C@H]([C@@H]1O)O)CNC1=C(C(C1=O)=O)O)OC1=CC=C(C(=O)OC)C=C1